Octanoic acid tert-butyl ester C(C)(C)(C)OC(CCCCCCC)=O